C(C)(C)(C)OC(=O)N[C@H]1CSC2=C(N(C1=O)CC1=CC=C(C=C1)Cl)C=C(C=C2)C(=O)OC Methyl (3R)-3-(tert-butoxycarbonylamino)-5-[(4-chlorophenyl)methyl]-4-oxo-2,3-dihydro-1,5-benzothiazepine-7-carboxylate